BrC1=CC2=C(OC3=C2C(=CC=C3)Cl)C=3C=CC=CC13 5-bromo-7-chloronaphtho[1,2-b]Benzofuran